[O-]C(=O)CCCCCCCCC.N[C@@H]([C@@H](C)CC)C(=O)O.[Na+] sodium isoleucine caprate